FC1=C(C=C2C=CN(C(C2=C1)=O)CCC[C@H]1N(C[C@H](C1)O)C=1C=NNC(C1C(F)(F)F)=O)C1=NC=C(C=N1)C(F)(F)F 7-fluoro-2-(3-((2R,4S)-4-hydroxy-1-(6-oxo-5-(trifluoromethyl)-1,6-dihydropyridazin-4-yl)pyrrolidin-2-yl)propyl)-6-(5-(trifluoromethyl)pyrimidin-2-yl)isoquinolin-1(2H)-one